O=C1N(CC(C1)C1=CC(=C(C(=C1)F)F)F)CN1C(=NC=C1)C#N 1-{[2-oxo-4-(3,4,5-trifluorophenyl)pyrrolidin-1-yl]methyl}-1H-imidazole-2-carbonitrile